C(C)(C)(C)OC(=O)NC(C(=O)O)CC 2-((tert-butoxycarbonyl)amino)butyric acid